BrCCCCCOC1=C(C=C(C=C2COC3=C(C2=O)C=C(C=C3)OC)C=C1)OC 3-(4-((5-bromopentyl)oxy)-3-methoxybenzylidene)-6-methoxybenzopyran-4-one